ethylphenyl (2,2,2-trifluoroethyl)phosphonate FC(CP(OC1=C(C=CC=C1)CC)([O-])=O)(F)F